7-(5-methoxy-2-(1-methyl-1H-pyrazol-4-yl)-4-nitrophenyl)-2,7-diazaspiro[3.5]Nonane COC=1C(=CC(=C(C1)N1CCC2(CNC2)CC1)C=1C=NN(C1)C)[N+](=O)[O-]